4-chloro-2-(3-(4-chlorophenyl)-1-(pyrrolidin-1-yl)prop-2-yn-1-yl)phenol ClC1=CC(=C(C=C1)O)C(C#CC1=CC=C(C=C1)Cl)N1CCCC1